1-(2-chloro-6-fluorobenzyl)-3-methyl-2-oxo-N-(2,4,6-trifluorobenzyl)-1,2,3,4-tetrahydroquinazoline-7-carboxamide ClC1=C(CN2C(N(CC3=CC=C(C=C23)C(=O)NCC2=C(C=C(C=C2F)F)F)C)=O)C(=CC=C1)F